4-(5-(4-Ethoxyphenyl)-3a,6a-dimethylhexahydropyrrolo[3,4-c]pyrrol-2(1H)-yl)butanenitrile C(C)OC1=CC=C(C=C1)N1CC2(C(C1)(CN(C2)CCCC#N)C)C